3-(Methylamino)-1-(2-Oxo-1-Phenyl-2-(4-(3-(Trifluoromethyl)Phenyl)Piperazin-1-yl)Ethyl)Pyrrolidine-2,5-Dione Hydrochloride Cl.CNC1C(N(C(C1)=O)C(C(N1CCN(CC1)C1=CC(=CC=C1)C(F)(F)F)=O)C1=CC=CC=C1)=O